3-(2,7-diazaspiro[4.4]nonan-2-yl)propyl 6-(5-(6-methylpyridin-2-yl)-1H-imidazol-4-yl)quinoline-3-carboxylate CC1=CC=CC(=N1)C1=C(N=CN1)C=1C=C2C=C(C=NC2=CC1)C(=O)OCCCN1CC2(CC1)CNCC2